(3R,5R)-5-(3-(1-methyl-3-(2,2,2-trifluoroethoxy)-1H-pyrazole-5-carboxamido)-1H-pyrazol-5-yl)tetrahydrofuran-3-yl bicyclo[1.1.1]pentan-1-ylcarbamate C12(CC(C1)C2)NC(O[C@H]2CO[C@H](C2)C2=CC(=NN2)NC(=O)C2=CC(=NN2C)OCC(F)(F)F)=O